perfluoro-1-undecene FC(=C(C(C(C(C(C(C(C(C(C(F)(F)F)(F)F)(F)F)(F)F)(F)F)(F)F)(F)F)(F)F)(F)F)F)F